O1C(=NC2=C1C=CC=C2)[C@H]2N(CCC1=C2N=CN1)C(=O)C1=CC=NN1C(F)F (S)-(4-(benzo[d]oxazol-2-yl)-6,7-dihydro-1H-imidazo[4,5-c]pyridin-5(4H)-yl)(1-(difluoromethyl)-1H-pyrazol-5-yl)methanone